3-((2R,3R,4R)-3,4-bis(benzyloxy)-2-((benzyloxy)methyl)-3,4-dihydro-2H-pyran-5-yl)prop-2-yn-1-ol C(C1=CC=CC=C1)O[C@H]1[C@H](OC=C([C@H]1OCC1=CC=CC=C1)C#CCO)COCC1=CC=CC=C1